CN1C(=NC(=C1)NC(=O)C1CC(C1)NC(=O)OC(C)(C)C)C(=O)OCC ethyl 1-methyl-4-[(1r,3r)-3-[(tert-butoxycarbonyl)amino] cyclobutaneamido]imidazole-2-carboxylate